3-(1-(2-chlorobenzyl)-5-methoxy-1H-benzo[d]imidazol-2-yl)-2,2-dimethylpropanoic acid ClC1=C(CN2C(=NC3=C2C=CC(=C3)OC)CC(C(=O)O)(C)C)C=CC=C1